1-(7-phenyl-1,2,3,4-tetrahydroacridin-9-yl)pyrrolidin-3-amine hydrochloride Cl.C1(=CC=CC=C1)C1=CC=C2N=C3CCCCC3=C(C2=C1)N1CC(CC1)N